S-(2-(pyrimidin-5-yl)ethyl)ethanethioate N1=CN=CC(=C1)CCS=C(C)[O-]